2-amino-6-[2-(morpholin-4-yl)acetamido]hexanoic acid NC(C(=O)O)CCCCNC(CN1CCOCC1)=O